((2-(((5S,8S,10aR)-3-acetyl-8-((S)-2-benzylpyrrolidine-1-carbonyl)-6-oxodeca-hydropyrrolo[1,2-a][1,5]diazocin-5-yl)carbamoyl)-1H-indol-5-yl)difluoromethyl)phosphonic acid C(C)(=O)N1CC[C@@H]2N(C([C@H](C1)NC(=O)C=1NC3=CC=C(C=C3C1)C(F)(F)P(O)(O)=O)=O)[C@@H](CC2)C(=O)N2[C@@H](CCC2)CC2=CC=CC=C2